tert-butyl ((S)-4-diazo-3-oxo-1-((S)-2-oxopiperidin-3-yl)butan-2-yl)carbamate [N+](=[N-])=CC([C@H](C[C@H]1C(NCCC1)=O)NC(OC(C)(C)C)=O)=O